2-(4-(7-cyano-4-(morpholinomethyl)quinolin-2-yl)phenyl)propionic acid C(#N)C1=CC=C2C(=CC(=NC2=C1)C1=CC=C(C=C1)C(C(=O)O)C)CN1CCOCC1